BrC=1C(=NC(=NC1)NC1=C(C=C(C(=C1)C)N1CCC(CC1)N1CCN(CC1)C)OC)NC1=C(C=C2N=CC=NC2=C1)N(S(=O)(=O)C)C N-(7-((5-bromo-2-((2-methoxy-5-methyl-4-(4-(4-methylpiperazin-1-yl)piperidin-1-yl)phenyl)Amino)pyrimidin-4-yl)amino)quinoxalin-6-yl)-N-methylmethanesulfonamide